C(C)N1CCC(CC1)C1=C(C=C(C=C1)C1=CC(=C(S1)C(=O)N1C[C@H](CC1)NC(OC(C)(C)C)=O)C)F tert-butyl (S)-(1-(5-(4-(1-ethylpiperidin-4-yl)-3-fluorophenyl)-3-methylthiophene-2-carbonyl)pyrrolidin-3-yl)carbamate